methyl N-[5-[6-[(3,5-dimethoxyphenyl)-methyl-carbamoyl] imidazo[1,2-a]pyridin-3-yl]-2-pyridyl]carbamate COC=1C=C(C=C(C1)OC)N(C(=O)C=1C=CC=2N(C1)C(=CN2)C=2C=CC(=NC2)NC(OC)=O)C